6-((1-((1-(1-fluoro-2-hydroxyethoxy)-2-methylpropan-2-yl)sulfonyl)cyclopropyl)methyl)-1-methyl-7-oxo-4,5,6,7-tetrahydro-1H-pyrazolo[3,4-c]pyridine-3-carboxamide FC(CO)OCC(C)(C)S(=O)(=O)C1(CC1)CN1C(C2=C(CC1)C(=NN2C)C(=O)N)=O